2-(3-amino-8-chlorodibenzo[b,e][1,4]dioxin-2-yl)propanol NC=1C(=CC2=C(OC3=C(O2)C=C(C=C3)Cl)C1)C(CO)C